S-Methyl-4-[2-[(4-methoxyphenyl)methoxy]ethyl-methyl-amino]-4-methyl-pent-2-ynethioat CS=C(C#CC(C)(C)N(C)CCOCC1=CC=C(C=C1)OC)[O-]